ClC=1N=C(C2=C(N1)N(C(C21CCCC1)=O)C=1C=NC(=NC1)C1=CC(=CC(=C1)F)F)Cl 2',4'-dichloro-7'-[2-(3,5-difluorophenyl)pyrimidin-5-yl]-6',7'-dihydrospiro[cyclopentane-1,5'-pyrrolo[2,3-d]pyrimidin]-6'-one